N-octyl-N-[2-(octylamino)ethyl]ethane-1,2-diamine C(CCCCCCC)N(CCN)CCNCCCCCCCC